C(C1=CC=CC=C1)O[C@@H]1C[C@@H](O)O[C@@H]([C@H]1OC(C(CCC)CCC)=O)COCC1=CC=CC=C1 3,6-Di-O-Benzyl-4-O-Valproyl-2-Deoxy-α-D-Glucopyranose